tert-butyl 4-((isopropyl((1r,3r)-3-(2-methoxy-4-(methoxycarbonyl)-3-vinylphenoxy)cyclobutyl)amino)methyl)piperidine-1-carboxylate C(C)(C)N(C1CC(C1)OC1=C(C(=C(C=C1)C(=O)OC)C=C)OC)CC1CCN(CC1)C(=O)OC(C)(C)C